tert-butyl 3-carbamoyl-11-oxo-10,11-dihydrodibenzo[b,f][1,4]thiazepine-8-carboxylate C(N)(=O)C1=CC2=C(C(NC3=C(S2)C=CC(=C3)C(=O)OC(C)(C)C)=O)C=C1